NN1C=NC(=C2N3C(N=C12)N(C(N3C)=O)CCN3CCN(CC3)C(=O)C=3NC1=CC=CC=C1C3)C=3OC=CC3 5-Amino-8-(2-furyl)-3-[2-[4-(1H-indole-2-carbonyl)piperazin-1-yl]ethyl]-1-methyl-[1,2,4]triazolo[5,1-f]purin-2-one